[Na].C(CCCCCCCCCCC)(=O)NCCN(CCO)CC(=O)O N-lauroyl-N'-carboxymethyl-N'-Hydroxyethylethylenediamine sodium